2,5-dioxo-2,5-dihydro-1H-pyrrole-1-carboxylate O=C1N(C(C=C1)=O)C(=O)[O-]